nickel-chromium-molybdenum-tungsten [W].[Mo].[Cr].[Ni]